ClC1=C(C=C(C=C1)F)NC(C1=C(C=C(C(=C1)F)N1N=C2COCCN2C1=O)O[C@H](C(F)(F)F)C)=O N-(2-chloro-5-fluorophenyl)-5-fluoro-4-(3-oxo-5,6-dihydro-3H-[1,2,4]triazolo[3,4-c][1,4]oxazin-2(8H)-yl)-2-{[(2S)-1,1,1-trifluoropropan-2-yl]oxy}benzamide